FC(C(C(F)(F)F)F)OC(C(C(F)(F)F)F)F 1,2,3,3,3-pentafluoropropylether